CN(C1CN(C1)C=1C(=CC(N(C1)C(C(=O)OCC)CC(C)C)=O)C)C ethyl 2-(5-(3-(dimethylamino)azetidin-1-yl)-4-methyl-2-oxopyridin-1(2H)-yl)-4-methylpentanoate